4-carboxy-N-(1,3-diisopropyl-1,3-dihydro-2H-benzo[d]imidazol-2-yliden)-2,6-dimethyl-benzenaminium C(=O)(O)C1=CC(=C(C(=C1)C)[NH+]=C1N(C2=C(N1C(C)C)C=CC=C2)C(C)C)C